C(C)(C)C1=C(CN2N=CC(=C2)CNC2=NC=3N([C@H](C(NC3C(=N2)C)=O)C)C)C=CC=C1 (7S)-2-(((1-(2-isopropylbenzyl)-1H-pyrazol-4-yl)methyl)amino)-4,7,8-trimethyl-7,8-dihydropteridin-6(5H)-one